FC1=C(C=CC(=C1)C(F)(F)F)C(C)N1N=CC(=C1)[N+](=O)[O-] 1-(1-(2-fluoro-4-(trifluoromethyl)phenyl)ethyl)-4-nitro-1H-pyrazole